C1(CC1)C=1C=2N(N=C(C1)C(=O)O)C=C(N2)C2=C(C=C(C=C2)NC(=O)N2C[C@@H](CC2)O)F (R)-8-cyclopropyl-2-(2-fluoro-4-(3-hydroxypyrrolidine-1-carboxamido)phenyl)imidazo[1,2-b]pyridazine-6-carboxylic acid